FC(N1N=C(C=C1)C(C)(C)C1(NC(=NC(=N1)C=1C=CC=2N(C1)C=NC2)N)N)F 4-[1-[1-(difluoromethyl)pyrazol-3-yl]-1-methyl-ethyl]-6-imidazo[1,5-a]pyridin-6-yl-1,3,5-triazine-2,4-diamine